N1CCC(CC1)CN1CCC(CC1)CNC(OC(C)(C)C)=O tert-butyl ((1-(piperidin-4-ylmethyl)piperidin-4-yl)methyl)carbamate